tris[2,4-bis(2-methyl-2-propanyl)phenyl]phosphite CC(C)(C)C1=C(C=CC(=C1)C(C)(C)C)OP(OC1=C(C=C(C=C1)C(C)(C)C)C(C)(C)C)OC1=C(C=C(C=C1)C(C)(C)C)C(C)(C)C